ClC1=CC=C(C=C1)C=1C(=CC=CC1)C(=O)N1CC(N(CC1)CC=1C=C2CN(C(C2=CC1)=O)C1C(NC(CC1)=O)=O)C(F)(F)F 3-(5-((4-(4'-chloro-[1,1'-biphenyl]-2-carbonyl)-2-(trifluoromethyl)piperazin-1-yl)methyl)-1-Oxoisoindolin-2-yl)piperidine-2,6-dione